1-[3-(2-methoxyethyl)-7-morpholino-3H-1,3,4-triazainden-5-yl]-3-(m-tolyl)-5-pyrazolecarboxylic acid COCCN1C=NC2=C(C=C(N=C12)N1N=C(C=C1C(=O)O)C=1C=C(C=CC1)C)N1CCOCC1